[SiH2]1O[SiH2]O1 mono-epoxydisiloxane